4-((S)-1-((S)-4-((4'-carbamoyl-5-hydroxy-2'-methyl-[1,1'-biphenyl]-3-yl)methyl)morpholine-3-carboxamido)ethyl)benzoic acid C(N)(=O)C1=CC(=C(C=C1)C1=CC(=CC(=C1)O)CN1[C@@H](COCC1)C(=O)N[C@@H](C)C1=CC=C(C(=O)O)C=C1)C